(S)-3-(1-(6-ethoxy-5-methoxypyridin-2-yl)-2-(methylsulfonyl)ethyl)-6-(2-fluorophenyl)-7-methyl-1H-imidazo[4,5-b]pyridin-2(3H)-one C(C)OC1=C(C=CC(=N1)[C@@H](CS(=O)(=O)C)N1C(NC=2C1=NC=C(C2C)C2=C(C=CC=C2)F)=O)OC